Cl.[C@H]12[C@H](C[C@H](CC1)C2)N (1S,2S,4R)-bicyclo[2.2.1]heptan-2-amine hydrochloride